[6-(difluoromethyl)pyridazin-3-yl]amine FC(C1=CC=C(N=N1)N)F